ClC1=CC=C(S1)CC(C(C(C)(C)C)=O)N1N=CN=C1 1-(5-chlorothien-2-yl)-4,4-dimethyl-2-(1H-1,2,4-triazol-1-yl)pentan-3-one